2-[(3-ethynyl-8-methyl-6-quinolyl)oxy]-2-methoxy-propyl-acetamide C(#C)C=1C=NC2=C(C=C(C=C2C1)OC(CCC(=O)N)(C)OC)C